NCC=1C=C(C=CC1)C1=CC(=C(C=2C=COC21)OCC(=O)OCCCC)COC2=C(C=CC=C2)CC(=O)OCC butyl 2-((7-(3-(aminomethyl)phenyl)-5-((2-(2-ethoxy-2-oxoethyl)phenoxy)methyl)benzofuran-4-yl)oxy)acetate